NCCC1=NN=C(N=N1)CP(OCC)(OCC)=O diethyl ((6-(2-aminoethyl)-1,2,4,5-tetrazin-3-yl)methyl)phosphonate